ClC1=C(C=CC=C1)[C@]1([C@H](CCCC1)N[C@H](C)C1=CC=C(C=C1)C)NC (1R,2S)-1-(2-chlorophenyl)-N1-methyl-N2-((R)-1-(p-tolyl)ethyl)cyclohexane-1,2-diamine